2,5,7,8-tetramethyl-2-(4',8',12'-trimethyltridecyl)coumarone-6-ol CC1(OC2=C(C(=C(C=C2C1)C)O)C)CCCC(CCCC(CCCC(C)C)(C)C)C